C(C)(C)(C)OC(=O)N1C[C@H]2CN(C[C@]2(C1)C)C1=NC(=NC=C1Cl)Cl (3aS,6aR)-5-(2,5-dichloropyrimidin-4-yl)-3a-methylhexahydropyrrolo[3,4-c]pyrrole-2(1H)-carboxylic acid tert-butyl ester